Cis-N-Boc-5-oxo-octahydrocyclopenta[c]pyrrole C(=O)(OC(C)(C)C)N1C[C@@H]2[C@H](C1)CC(C2)=O